4H-indeno[1,2-c]pyrazole-3-carboxamide N=1NC(=C2C1C1=CC=CC=C1C2)C(=O)N